dicyclohexyl-(4-isopropylphenyl)phosphine C1(CCCCC1)P(C1=CC=C(C=C1)C(C)C)C1CCCCC1